OC=1C=C(C=CC1[N+](=O)[O-])N1CCN(CC1)CC1CCN(CC1)C(=O)OC(C)(C)C tert-butyl 4-((4-(3-hydroxy-4-nitrophenyl)piperazin-1-yl)methyl)piperidine-1-carboxylate